2-o-chlorophenyl-cyclohexanol 3,4-dichlorobenzoate ClC=1C=C(C(=O)OC2C(CCCC2)C2=C(C=CC=C2)Cl)C=CC1Cl